ClC=1C=NN(C1C=1C=CC(=NC1)NC([C@H](C1CCC(CC1)C)NC(=O)C1=CN=NN1C)=O)C N-((S)-2-((5-(4-chloro-1-methyl-1H-pyrazol-5-yl)pyridin-2-yl)amino)-1-((1r,4S)-4-methylcyclohexyl)-2-oxoethyl)-1-methyl-1H-1,2,3-triazole-5-carboxamide